2-phenyl-4-[2-hydroxy-4-(3-sec-butoxy-2-hydroxypropoxy)phenyl]-6-[2-hydroxy-4-(3-sec-amyl-oxy-2-hydroxypropoxy)phenyl]-s-triazine C1(=CC=CC=C1)C1=NC(=NC(=N1)C1=C(C=C(C=C1)OCC(COC(C)CC)O)O)C1=C(C=C(C=C1)OCC(COC(C)CCC)O)O